7-amino-5-chloro-benzoxazole NC1=CC(=CC=2N=COC21)Cl